11-((2-((3-Cyclohexylpropanoyl)oxy)octyl)thio)-6-((4-hydroxybutyl)(methyl)-amino)undecyl 2-hexyldecanoate C(CCCCC)C(C(=O)OCCCCCC(CCCCCSCC(CCCCCC)OC(CCC1CCCCC1)=O)N(C)CCCCO)CCCCCCCC